ClC1=CC=C(C=C1)N1N=C(C=C1)OCC1=C(C=CC=C1C)N1NC(N(N1)C)=O 2-[[1-(4-chlorophenyl)pyrazol-3-yl]oxymethyl-3-methyl-phenyl]-4-methyl-tetrazol-5-one